2,3-DIMETHYLANISALDEHYDE CC1=C(C=CC(=C1C)OC)C=O